C/C=C(\C)/C(=O)O trans-2,3-dimethylacrylate